(R)-1-(3-(3-(4-(2-chloro-3-methoxyphenoxy)phenyl)-1H-pyrazolo[4,3-c]pyridin-1-yl)piperidin-1-yl)but-2-yn-1-one ClC1=C(OC2=CC=C(C=C2)C2=NN(C3=C2C=NC=C3)[C@H]3CN(CCC3)C(C#CC)=O)C=CC=C1OC